NC=1C=CC(=C(C=O)C1)OC1CN(CC(C1)C=1C=NN(C1)C1=CC=C(C=C1)OC)CC1=CC=CC=C1 5-amino-2-((1-benzyl-5-(1-(4-methoxyphenyl)-1H-pyrazol-4-yl)piperidin-3-yl)oxy)benzaldehyde